BrC1=C(C=C2C(=NC(=NC2=C1)C)N[C@H](C)C1=C(C(=CC=C1)C(F)F)F)OC (R)-7-bromo-N-(1-(3-(difluoromethyl)-2-fluorophenyl)ethyl)-6-methoxy-2-methyl-quinazolin-4-amine